C1(CCCCC1)(CO)CO CYCLOHEXANDIMETHANOL